FC(C12CC(C1)(C2)C2=NS(OC1=C2C=CC=C1)(=O)=O)F 4-(3-(difluoromethyl)bicyclo[1.1.1]pentan-1-yl)benzo[e][1,2,3]oxathiazin 2,2-dioxide